(1R)-6-chloro-4-[(2-fluoro-3-{2-[(1-methylpiperidin-4-yl) amino] quinazolin-6-yl} phenyl) sulfamoyl]-2,3-dihydro-1H-inden-1-yl 2,2-dimethylpropanoate CC(C(=O)O[C@@H]1CCC2=C(C=C(C=C12)Cl)S(NC1=C(C(=CC=C1)C=1C=C2C=NC(=NC2=CC1)NC1CCN(CC1)C)F)(=O)=O)(C)C